COC(C1=C(C=C(C=C1)CO)Br)=O C2-bromo-4-hydroxymethyl-benzoic acid methyl ester